COC1=NC=C(C=C1C(=O)N)NC(C(N1[C@H](CC[C@@H](C1)C)C=1C=CC2=C(N=C(S2)[C@H]2[C@@H](CN(CC2)C)OC)C1)=O)=O 2-methoxy-5-[[2-oxo-2-[(2R,5S)-5-methyl-2-[2-[(3S,4R)-3-methoxy-1-methyl-4-piperidyl]-1,3-benzothiazol-5-yl]-1-piperidyl]acetyl]amino]pyridine-3-carboxamide